CC(C)(C)C1=C(C=CC(=C1)O)OC The molecule is an aromatic ether that is 4-methoxyphenol in which one of the hydrogens ortho- to the methoxy group is replaced by a tert-butyl group. It is a member of phenols and an aromatic ether.